N-[4-Amino-1-(2-trimethylsilylethoxymethyl)pyrazolo[4,3-c]pyridin-7-yl]-2-oxo-2-[(2R,5S)-5-methyl-2-(6-quinolyl)-1-piperidyl]acetamide NC1=NC=C(C2=C1C=NN2COCC[Si](C)(C)C)NC(C(N2[C@H](CC[C@@H](C2)C)C=2C=C1C=CC=NC1=CC2)=O)=O